4-(4-{[2,4-bis(trifluoromethyl)phenoxy]methyl}-3-(trifluoromethoxy)phenyl)-2H,4H,5H,6H,7H-pyrazolo[3,4-b]pyridin-6-one FC(C1=C(OCC2=C(C=C(C=C2)C2C=3C(NC(C2)=O)=NNC3)OC(F)(F)F)C=CC(=C1)C(F)(F)F)(F)F